[Li+2].[Li+2].[Cu](Cl)(Cl)(Cl)Cl copper tetrachloride Dilithium (II)